CC(CC(CCC(C)=O)=O)CCC=CCCC 7-methyl-tetradec-10-ene-2,5-dione